5-hydroxy-2-methyl-2-(4-methylpent-3-en-1-yl)-7-pentyl-N-(tetrahydro-2H-pyran-4-yl)-2H-chromene-6-carboxamide OC1=C2C=CC(OC2=CC(=C1C(=O)NC1CCOCC1)CCCCC)(CCC=C(C)C)C